[Si](C1=CC=CC=C1)(C1=CC=CC=C1)(C(C)(C)C)OCC1=C([C@H]([C@H]2[C@@H]1OC(O2)(C)C)N2C=CC1=C2N=CN=C1NCC1=CC=C(C=C1)OC)C 7-((3aS,4R,6aR)-6-(((tert-butyldiphenylsilyl)oxy)methyl)-2,2,5-trimethyl-3a,6a-dihydro-4H-cyclopenta[d][1,3]dioxol-4-yl)-N-(4-methoxybenzyl)-7H-pyrrolo[2,3-d]pyrimidin-4-amine